ethyl 5-[(2S)-2-[(tert-butoxycarbonyl)amino]-3-methoxy-3-oxopropyl]-2-chlorobenzoate C(C)(C)(C)OC(=O)N[C@@H](CC=1C=CC(=C(C(=O)OCC)C1)Cl)C(=O)OC